ethylene glycol n-pentyl ether C(CCCC)OCCO